N-(3,5-Difluorophenyl)-N-(1-((4-Iodophenyl)(Phenyl)Methyl)Azetidin-3-Yl)Methanesulfonamide FC=1C=C(C=C(C1)F)N(S(=O)(=O)C)C1CN(C1)C(C1=CC=CC=C1)C1=CC=C(C=C1)I